4-((Tert-Butyldimethylsilanyloxy)piperidin-1-yl)(2-(2,5-dimethyl-1H-pyrrol-1-yl)thiazolo[4,5-b]pyridin-6-yl)methanone [Si](C)(C)(C(C)(C)C)OC1N(CCCC1)N1C=2C(=CC(=C1)C=O)SC(N2)N2C(=CC=C2C)C